chloro(triethyl)germane Cl[Ge](CC)(CC)CC